CC1=NNC2=CC=C(C=C12)C(=O)O 3-methylindazole-5-carboxylic acid